The molecule is an organic heteropentacyclic compound that is 3a,12a-dihydroanthra[2,3-b]furo[3,2-d]furan-5,10-dione carrying three hydroxy substituents at positions 4, 6 and 8. It has a role as a carcinogenic agent and an Aspergillus metabolite. It is a cyclic acetal, an organic heteropentacyclic compound, a polyphenol and a member of p-quinones. It is a conjugate acid of a versicolorin A(1-). C1=CO[C@H]2[C@@H]1C3=C(O2)C=C4C(=C3O)C(=O)C5=C(C4=O)C=C(C=C5O)O